C(#CC)C=1C=C2C=NNC2=C(C1)CC(=O)O 5-(propane-1-yn-1-yl)-1H-indazole-7-acetic acid